COC=1C(=CC(=C(C1)N1CCC(CC1)C1CCN(CC1)CC1CCNCC1)C)[N+](=O)[O-] 1-(5-methoxy-2-methyl-4-nitrophenyl)-1'-(piperidin-4-ylmethyl)-4,4'-bipiperidine